1-(bromomethyl)-3-(1-phenylvinyl)benzene BrCC1=CC(=CC=C1)C(=C)C1=CC=CC=C1